3-amino-2,4-diaminobenzene NC=1C(=CC=CC1N)N